eicosane-2,9-diol CC(CCCCCCC(CCCCCCCCCCC)O)O